Isothiazole-5-sulfonamide S1N=CC=C1S(=O)(=O)N